oxalic acid, butyl cyclobutyl ester C(C(=O)OC1CCC1)(=O)OCCCC